C(C)(C)NC(O[C@H]1C[C@H](CC1)C1=CC(=NN1)NC(COC1=C(C(=CC(=C1)OC)O)/C=N/CC(C)C)=O)=O (1R,3S)-3-(3-(2-(3-hydroxy-2-((E)-(isobutylimino)methyl)-5-methoxyphenoxy)acetamido)-1H-pyrazol-5-yl)cyclopentyl isopropylcarbamate